(Z)-1-(3-(3-(3,5-bis(trifluoromethyl)phenyl)-1H-1,2,4-triazol-1-yl)acryloyl)-2-ethylpyrazolidin-3-one FC(C=1C=C(C=C(C1)C(F)(F)F)C1=NN(C=N1)\C=C/C(=O)N1N(C(CC1)=O)CC)(F)F